2-propen-1-amine-hydrochloride Cl.C(C=C)N